pyrrolepropionic acid N1C(=CC=C1)CCC(=O)O